CC1=CC=C(C=C1)C=1C=2N(C(=CN1)S(=O)(=O)C1=CC=C(C)C=C1)C=CN2 8-(p-methylphenyl)-5-(p-toluenesulfonyl)imidazo[1,2-a]pyrazine